1-(difluoromethyl)-3-fluoropyridine bromide [Br-].FC(N1CC(=CC=C1)F)F